1,2,3,4-butanetetracarboxylic acid, 2,2,6,6-tetramethylpiperidinyl-4-yl tridecyl ester C1C(C(CC(=O)[O-])C(=O)OCCCCCCCCCCCCC)C(=O)OC2CC(N(C(C2)(C)C)OC1=O)(C)C